O[C@@H]1CNCC[C@@]12NCC1=CC=CC=C1C2 (3R,3'R)-3'-hydroxy-1,4-dihydro-2H-spiro[isoquinoline-3,4'-piperidin]